N-(3-methyl-4-{[1,2,4]triazolo[1,5-a]pyridin-7-yloxy}phenyl)-6-(piperazin-1-yl)quinazolin-4-amine hydrochloride Cl.CC=1C=C(C=CC1OC1=CC=2N(C=C1)N=CN2)NC2=NC=NC1=CC=C(C=C21)N2CCNCC2